C(C)OC(=O)C(CCC1=CC=CC=C1)NC1C(N(C2=C(CC1)C=CC=C2)CC(=O)O)=O 3-[[1-(ethoxycarbonyl)-3-phenylpropyl]amino]-2,3,4,5-tetrahydro-2-oxo-1H-1-benzazepin-1-acetic acid